FC1=CC(=C(C=C1)NC(=O)C=1C=NC=C(C1)OC)S(=O)(=O)C N-(4-fluoro-2-methanesulfonylphenyl)-5-methoxypyridine-3-carboxamide